4-(bis(2,4-dimethylphenyl)amino)benzenethiol CC1=C(C=CC(=C1)C)N(C1=CC=C(C=C1)S)C1=C(C=C(C=C1)C)C